BrC1=NN2C(N(C3=C(C2=O)OC(=N3)C(C)C)CC(=O)NC3=NC=C(C=C3)F)=C1 2-(6-bromo-2-isopropyl-9-oxooxazolo[4,5-d]pyrazolo[1,5-a]pyrimidin-4(9H)-yl)-N-(5-fluoropyridin-2-yl)acetamide